3-Chloro-4-(3-chloro-2-fluoro-6-(4-(trifluoromethyl)-1H-1,2,3-triazol-1-yl)phenyl)pyridin-2(1H)-one ClC=1C(NC=CC1C1=C(C(=CC=C1N1N=NC(=C1)C(F)(F)F)Cl)F)=O